ClC1=C2C=C(C(=NC2=C(C(=C1)[N+](=O)[O-])OC)C1=CC=CC=C1CN=C(N(C(=O)OC(C)(C)C)C(=O)OC(C)(C)C)N)CN(CC)CC 5-Chloro-3-(diethylamino)methyl-8-methoxy-7-nitroquinolinebenzyl-N,N-di-Boc-Guanidine